tert-butyl (2S,4S)-4-cyano-2-(((3R,5R)-1-isobutyryl-5-((4-((4-(morpholinomethyl)phenyl)ethynyl)benzyl)carbamoyl)pyrrolidin-3-yl)carbamoyl)pyrrolidine-1-carboxylate C(#N)[C@H]1C[C@H](N(C1)C(=O)OC(C)(C)C)C(N[C@H]1CN([C@H](C1)C(NCC1=CC=C(C=C1)C#CC1=CC=C(C=C1)CN1CCOCC1)=O)C(C(C)C)=O)=O